ClC=1C=C2C(N(CN(C2=CC1C(F)F)C1=C(C=C(C=C1)F)C)C1=C(NC(C=C1)=O)C)=O 6-chloro-7-(difluoromethyl)-1-(4-fluoro-2-methylphenyl)-3-(2-methyl-6-oxo-1,6-dihydropyridin-3-yl)-2,3-dihydroquinazolin-4(1H)-one